NC1CN(C1)C1=NC(=NC2=C1OC[C@H](N2)CC)N (R)-4-(3-Aminoazetidin-1-yl)-7-ethyl-7,8-dihydro-6H-pyrimido[5,4-b][1,4]oxazin-2-amine